CN(C(C[C@]1(OB(OC(C1)=O)[C@H](CC(C)C)NC([C@H]([C@@H](C)O)NC(C1=NC(=CC=C1)C1=CC=CC=C1)=O)=O)C(N(C)C)=O)=O)C N-((2S,3R)-1-(((R)-1-((R)-4-(2-(dimethylamino)-2-oxoethyl)-4-(dimethylcarbamoyl)-6-oxo-1,3,2-dioxaborinan-2-yl)-3-methylbutyl)amino)-3-hydroxy-1-oxobutan-2-yl)-6-phenylpicolinamide